3-(3-Iodopropyl)-2-(4-methoxyphenyl)-2,3-dihydrobenzo[d]thiazole ICCCN1C(SC2=C1C=CC=C2)C2=CC=C(C=C2)OC